tert-butyl 4-[5-[(4,4-difluoro-1-piperidyl)methyl]-5,6-dihydro-1,4,2-dioxazin-3-yl]-4-methyl-piperidine-1-carboxylate FC1(CCN(CC1)CC1OC(=NOC1)C1(CCN(CC1)C(=O)OC(C)(C)C)C)F